(S)-7-methoxy-6-(1-(1-methyl-1H-1,2,3-triazol-4-yl)ethoxy)-4-(1-methyl-3-phenyl-1H-pyrazol-4-yl)pyrido[3,2-d]pyrimidine COC1=CC=2N=CN=C(C2N=C1O[C@@H](C)C=1N=NN(C1)C)C=1C(=NN(C1)C)C1=CC=CC=C1